N1(N=CC=C1)CC=1C=CC(=NC1OC)C(=O)NS(=O)(=O)C1=C(C=CC=2CCOC21)OC 5-((1H-pyrazol-1-yl)methyl)-6-methoxy-N-((6-methoxy-2,3-dihydrobenzofuran-7-yl)sulfonyl)picolinamide